ClC1=C2C(N(C(NC2=C(C=C1)S(=O)(=O)C1=CC=C2C=CN(C2=C1)C1CC(C1)F)=O)O)=O 5-chloro-8-((1-((1r,3r)-3-fluorocyclobutyl)-1H-indol-6-yl)sulfonyl)-3-hydroxyquinazoline-2,4(1H,3H)-dione